NC1=NC=C(C2=C1C(=C(N2C)C2=C(C=C(C=C2)NC(C(=C)F)=O)C)C2=CC=C(C=C2)OC2=NC=CC(=N2)C)C#N N-(4-(4-amino-7-cyano-1-methyl-3-(4-((4-methylpyrimidin-2-yl)oxy)phenyl)-1H-pyrrolo[3,2-c]pyridin-2-yl)-3-methylphenyl)-2-fluoroacrylamide